BrC=1C=C(C=C2C=C(C=NC12)C(=O)NC(C)C)OC 8-bromo-N-isopropyl-6-methoxyquinoline-3-carboxamide